methyl (2Z)-2-{[(benzyloxy)carbonyl]amino}-3-(isoquinolin-3-yl)prop-2-enoate C(C1=CC=CC=C1)OC(=O)N\C(\C(=O)OC)=C/C=1N=CC2=CC=CC=C2C1